ClC=1C=C(C=CC1)C=1NC(=NN1)NC1=CC=C(C=C1)C(F)(F)F 5-(3-chlorophenyl)-N-[4-(trifluoromethyl)phenyl]-4H-1,2,4-triazol-3-amine